N1[C@H](CC1)C1=NC=C(C(=O)NC=2C(=NC=CC2C2=C(C=CC(=C2)F)F)C2CCC(CC2)(F)F)C=C1F |r| rac-6-(azetidin-2-yl)-N-(2-(4,4-difluorocyclohexyl)-4-(2,5-difluorophenyl)pyridin-3-yl)-5-fluoronicotinamide